3-[[3-chloro-5-fluoro-6-[3-methyl-2,6-dioxo-4-trifluoromethylpyrimidin-1-yl]-2-pyridinyl]oxy]propanoic acid ethyl ester C(C)OC(CCOC1=NC(=C(C=C1Cl)F)N1C(N(C(=CC1=O)C(F)(F)F)C)=O)=O